2-amino-3-((S)-2-oxopyrrolin-3-yl)propionitrile NC(C#N)C[C@H]1C(NCC1)=O